Bisglycidyloxy-phenylmethan C(C1CO1)OC(C1=CC=CC=C1)OCC1CO1